FC1=C(C=C(C=C1)F)C(C(C(=O)C=1C=CC(=C(C1)S(=O)(=O)NC([C@@H](C)O)=N)F)=C1NC2=C(N1)C=CC=C2)=O (2R)-N-{5-[3-(2,5-difluorophenyl)-2-(1,3-dihydro-2H-benzimidazol-2-ylidene)-3-oxopropanoyl]-2-fluorobenzene-1-sulfonyl}-2-hydroxypropanimidamide